CN1N=C(C=C1)C1=C(CNC(C=C)=O)C=CC(=C1)[C@@H]1CC[C@H](CC1)C(F)(F)F trans-N-(2-(1-methyl-1H-pyrazol-3-yl)-4-(4-(trifluoromethyl)cyclohexyl)benzyl)-acrylamide